BrC=1C(=C(C=C2C=NNC12)F)Cl 7-bromo-6-chloro-5-fluoro-1H-indazole